(S)-2-(3-(3-chloropyridin-2-yloxy)pyrrolidin-1-yl)-5-(2-methylbenzoyl)benzaldehyde ClC=1C(=NC=CC1)O[C@@H]1CN(CC1)C1=C(C=O)C=C(C=C1)C(C1=C(C=CC=C1)C)=O